FC1=C(COC=2C=C3N(C(N2)=O)C[C@@H]2N3COC2)C=C(C(=C1)F)F (S)-6-((2,4,5-trifluorobenzyl)oxy)-10,10a-dihydro-1H-oxazolo[3',4':3,4]imidazo[1,2-c]pyrimidin-8(3H)-one